ClC=1C(=C(C(=O)N)C=CN1)Cl 2,3-Dichloroisonicotinamide